ClC1=C(C=C(C=C1)N1C[C@H](CC1)CO)F (S)-(1-(4-chloro-3-fluorophenyl)pyrrolidin-3-yl)methanol